P(=O)(O)(O)C=CCN1CC(NCC1)C(=O)O 4-(3-phosphono-2-propenyl)-2-piperazinecarboxylic acid